ClC1=C(C=CC(C1)(Cl)Cl)S(=O)(=O)[O-].[Na+] sodium 2,4,4-trichlorobenzenesulfonate